CN(C1=NC=CC(=C1)C1=NC=2N3C=4C=CC=CC4SC3=C(C(C2C=N1)=O)C(=O)O)C 4-[2-(dimethylamino)-4-pyridyl]-8-oxo-11-thia-1,3,5-triazatetracyclo[8.7.0.02,7.012,17]heptadeca-2(7),3,5,9,12(17),13,15-heptaene-9-carboxylic acid